4-(2-chloro-4-(methylsulfonyl) benzoyl)-1,3-dimethyl-1H-pyrazol-5-yl 3,6-dichloro-2-methoxybenzoate ClC=1C(=C(C(=O)OC2=C(C(=NN2C)C)C(C2=C(C=C(C=C2)S(=O)(=O)C)Cl)=O)C(=CC1)Cl)OC